bromospiro[cyclopropane-1,1'-isoindole]-3'-one BrC1=C2C(NC3(C2=CC=C1)CC3)=O